2-fluoro-6-(4-hydroxy-2-methoxyanilino)-9-(oxepan-2-yl)-9H-purine FC1=NC(=C2N=CN(C2=N1)C1OCCCCC1)NC1=C(C=C(C=C1)O)OC